1-(4-(4-amino-7-cyclopropyl-7H-pyrrolo[2,3-d]pyrimidin-5-yl)-2-methyl-2,3-dihydro-benzofuran-7-yl)-3-(4-((1-methylpiperidin-4-yl)oxy)-3-(trifluoromethyl)phenyl)urea NC=1C2=C(N=CN1)N(C=C2C2=CC=C(C1=C2CC(O1)C)NC(=O)NC1=CC(=C(C=C1)OC1CCN(CC1)C)C(F)(F)F)C1CC1